2-(4,4-difluoropyrrolidin-3-yl)acetic acid FC1(C(CNC1)CC(=O)O)F